tert-butyl (1S,3S)-3-butyl-6-methoxy-1-(4-((2-methoxyethyl) carbamoyl) phenyl)-3,4-dihydroisoquinoline-2(1H)-carboxylate C(CCC)[C@@H]1N([C@H](C2=CC=C(C=C2C1)OC)C1=CC=C(C=C1)C(NCCOC)=O)C(=O)OC(C)(C)C